1-(5-((8-(3,3-Dimethylbutyl)-2,8-diazaspiro[4.5]decan-2-yl)sulfonyl)pyridin-2-yl)pyrrolidin-2-one CC(CCN1CCC2(CCN(C2)S(=O)(=O)C=2C=CC(=NC2)N2C(CCC2)=O)CC1)(C)C